F[B-]1([N+]=2C(=CC=3N1C(=CC3C)C)C=CC2CCC(=O)O)F 3-(5,5-difluoro-7,9-dimethyl-dipyrrolo[1,2-c:2',1'-f][1,3,2]diazaborinin-4-ium-5-uid-3-yl)propanoic acid